2-amino-3-((3S,4S)-4-(5-chloro-4-((4-(cyclopropylamino)-5-(trifluoromethyl)pyrimidin-2-yl)amino)-1H-pyrazol-1-yl)-3-fluoropiperidin-1-yl)propionic acid NC(C(=O)O)CN1C[C@@H]([C@H](CC1)N1N=CC(=C1Cl)NC1=NC=C(C(=N1)NC1CC1)C(F)(F)F)F